tert-butyl (R)-3-(4-(3-aminophenyl)-N-(8-methylisoquinolin-1-yl)piperidine-1-carboxamido)piperidine-1-carboxylate NC=1C=C(C=CC1)C1CCN(CC1)C(=O)N(C1=NC=CC2=CC=CC(=C12)C)[C@H]1CN(CCC1)C(=O)OC(C)(C)C